2-phosphonobutane-1,2-dicarboxylic acid P(=O)(O)(O)C(CC(=O)O)(CC)C(=O)O